N[C@H](C(=O)NC1=NC=NN2C1=CC=C2[C@]2([C@@H]([C@@H]([C@H](O2)CO)OCCC(C(=O)[O-])(C)C)O)C#N)CC2=CC=C(C=C2)F (((2R,3S,4R,5R)-5-(4-((S)-2-amino-3-(4-fluorophenyl)propanamido)pyrrolo[2,1-f][1,2,4]triazin-7-yl)-5-cyano-4-hydroxy-2-(hydroxymethyl)tetrahydrofuran-3-yl)oxy)methylpivalate